COC(C1=CC=C(C=C1)CO)=O p-hydroxymethyl-benzoic acid methyl ester